C(C(=C)C)(=O)OCCCCCCCCCCCCCC tetradecanyl methacrylate